N-(6-Chloro-9-((6aR,8R,9aR)-2,2,4,4-tetraisopropyl-9-oxotetrahydro-6H-furo[3,2-f][1,3,5,2,4]trioxadisilocin-8-yl)-9H-purin-2-yl)acetamide ClC1=C2N=CN(C2=NC(=N1)NC(C)=O)[C@H]1C([C@@H]2O[Si](O[Si](OC[C@H]2O1)(C(C)C)C(C)C)(C(C)C)C(C)C)=O